N-((S)-(4,4-Difluorocyclohexyl)(7-(((S)-4-methyl-2-oxoimidazolidin-1-yl)methyl)imidazo[1,2-b]pyridazin-2-yl)methyl)-1-isopropyl-1H-pyrazole-5-carboxamide FC1(CCC(CC1)[C@H](NC(=O)C1=CC=NN1C(C)C)C=1N=C2N(N=CC(=C2)CN2C(N[C@H](C2)C)=O)C1)F